N-(3-(trifluoromethyl)phenyl)-4-morpholinyl-6-(3-methylphenoxy)-[1,3,5]triazin-2-amine FC(C=1C=C(C=CC1)NC1=NC(=NC(=N1)N1CCOCC1)OC1=CC(=CC=C1)C)(F)F